BrC1=CC=C(C=C1)C(C1=CNC2=CC=C(C=C12)O)C1=CNC2=CC=C(C=C12)O 3,3'-((4-bromophenyl)-methylene)bis(1H-indol-5-ol)